OCCOC1=C(C=C(C=C1C)C1=NC2=CC=C(C=C2C(N1)=O)OC)C 2-(4-(2-hydroxyethoxy)-3,5-dimethylphenyl)-6-methoxyquinazolin-4(3H)-one